Cl.COC=1C(=CC2=CN(N=C2C1)C1CCC(CC1)NCCNC)C(=O)NC=1C(N(C=CC1)C)=O 6-methoxy-N-(1-methyl-2-oxo-1,2-dihydropyridin-3-yl)-2-((1r,4r)-4-((2-(methylamino)ethyl)amino)cyclohexyl)-2H-indazole-5-carboxamide hydrochloride